(S)-4-(cyclopropylethynyl)-4-(1,1-difluoroethyl)-6-fluoro-7-((3-(4-methoxyphenyl)-1H-pyrazol-1-yl)methyl)-3,4-dihydroquinazolin-2(1H)-one C1(CC1)C#C[C@@]1(NC(NC2=CC(=C(C=C12)F)CN1N=C(C=C1)C1=CC=C(C=C1)OC)=O)C(C)(F)F